1-((S)-6-Bromo-8-fluoro-3-methyl-3,4-dihydro-5-oxo-1,2a-diazaacenaphthylene-2-yl)ethan-1-ol BrC1=C2C(C[C@@H](N3C(=NC(C(=C1)F)=C32)C(C)O)C)=O